CC=1N2C=3SC=4CC(CC4C3C(=NCC2=NN1)C1=C(C=CC=C1)O)C(=O)N1CCOCC1 2-[3-methyl-13-(morpholine-4-carbonyl)-16-thia-2,4,5,8-tetraazatetracyclo-[8.6.0.02,6.011,15]hexadeca-1(10),3,5,8,11(15)-pentaen-9-yl]phenol